C(C)OC(=O)C1=C(OC2=C1C=C(C=C2)OCC=2C(=NC=CC2)C(F)(F)F)C#N.C2(=CC=CC=C2)[C@@H](C)N (R)-1-phenylethylamine ethyl-2-cyano-5-((2-(trifluoromethyl)pyridin-3-yl)methoxy)benzofuran-3-carboxylate